CN1C=NC=C1C1=NC2=CC=CC=C2C(=C1)C=O 2-(1-methyl-1H-imidazol-5-yl)quinoline-4-carbaldehyde